FC1=CC=C(C=C1)[C@H]1[C@@H](CN(C1)CCOC)NC(=O)NC1=C(C(=NN1C1=C(C=CC=C1)F)C=1C=NN(C1)C)C 1-((3S,4R)-4-(4-fluorophenyl)-1-(2-methoxyethyl)pyrrolidin-3-yl)-3-(1-(2-fluorophenyl)-1',4-dimethyl-1H,1'H-[3,4'-bipyrazol]-5-yl)urea